C12CCCC=C2CCCC1 bicyclo(4.4.0)deca-5-ene